N-ethyl-N-(3,3,5-trimethylcyclohexyl)pyrrolidinium iron (III) [Fe+3].C(C)[N+]1(CCCC1)C1CC(CC(C1)C)(C)C